methyl 1-(1-acryloylpyrrolidin-3-yl)-3-(4-(trifluoromethyl)phenyl)-1H-indazole-7-carboxylate C(C=C)(=O)N1CC(CC1)N1N=C(C2=CC=CC(=C12)C(=O)OC)C1=CC=C(C=C1)C(F)(F)F